C(#N)C1=C(C=NC=C1)N1C[C@@H](CC1)C=1C=C(C(=O)NC2=NOC(=C2)CC)C=CC1C (S)-3-(1-(4-cyanopyridin-3-yl)pyrrolidin-3-yl)-N-(5-ethylisoxazol-3-yl)-4-methylbenzamide